4-chloro-3-methyl-1-(tetrahydro-2H-pyran-2-yl)-1H-indazole-5-thiol ClC1=C2C(=NN(C2=CC=C1S)C1OCCCC1)C